(5R,6s)-2-amino-6-((R)-5H-imidazo[5,1-a]isoindol-5-yl)-5,6,7,8-tetrahydroquinolin-5-ol NC1=NC=2CC[C@H]([C@H](C2C=C1)O)[C@H]1N2C(C3=CC=CC=C13)=CN=C2